O=C\1NC2=CC=C(C=C2/C1=C\1/NC2=CC=CC=C2/C1=N\OCCN1CCSCC1)C#N (2Z,3E)-2'-oxo-3-((2-thiomorpholinoethoxy)imino)-[2,3'-biindolinylidene]-5'-carbonitrile